ClC1=CC2=C(C=N1)C(=CN2C2=NC=CC(=N2)C(C)(F)F)I 6-chloro-1-(4-(1,1-difluoroethyl)pyrimidin-2-yl)-3-iodo-1H-pyrrolo[3,2-C]pyridine